C(C(=C)C)(=O)OC(C(C)C)C(C)C 2,4-dimethyl-3-pentyl methacrylate